BrC=1C(=C(C=NC1)[C@@H](C[C@H](CNC(OC(C)(C)C)=O)O[Si](C)(C)C(C)(C)C)O)Cl tert-butyl ((2R,4R)-4-(5-bromo-4-chloropyridin-3-yl)-2-((tert-butyldimethylsilyl)oxy)-4-hydroxybutyl)carbamate